(R)- or (S)-2-Pyrimidin-4-yl-but-3-yn-2-ol N1=CN=C(C=C1)[C@@](C)(C#C)O |o1:6|